C(C)C1=CC=C(C=N1)C1=NN2C(O[C@H](CC2)C)=C1C(=O)N[C@@H]1C(NC2=C(C(=N1)C1=CC=CC=C1)C=CC=C2F)=O (5S)-2-(6-Ethylpyridin-3-yl)-N-[(3S)-9-fluoro-2-oxo-5-phenyl-1,3-dihydro-1,4-benzodiazepin-3-yl]-5-methyl-6,7-dihydro-5H-pyrazolo[5,1-b][1,3]oxazine-3-carboxamide